N-(5-((6-((R)-3-(3-chloro-2-methylphenyl)isoxazolidine-2-yl)pyrimidine-4-yl)amino)-4-methoxy-2-(4-(4-propylpiperazine-1-yl)piperidine-1-yl)phenyl)acrylamide ClC=1C(=C(C=CC1)[C@@H]1N(OCC1)C1=CC(=NC=N1)NC=1C(=CC(=C(C1)NC(C=C)=O)N1CCC(CC1)N1CCN(CC1)CCC)OC)C